C(C)(C)(C)OC(=O)N1CC=2C=3C=C(N=NC3NC2CC1)Cl 12-chloro-4,8,10,11-tetraazatricyclo[7.4.0.0{2,7}]Tridec-1(9),2(7),10,12-tetraene-4-carboxylic acid tert-butyl ester